C(=O)[O-] methan-at